C(CCCCCCC\C=C/CCCCCCCC)(=O)NCCCC(=O)O N-oleoyl-γ-aminobutyric acid